FC(C=1C=C(C=CC1)C1=C(NC=2C1=NC=CC2)C2=C(C=NC=C2)OC[C@@H]2N(CC2)S(=O)(=O)C=C)(F)F |r| 3-[3-(trifluoromethyl)phenyl]-2-(3-{[(2RS)-1-(vinylsulfonyl)azetidin-2-yl]methoxy}pyridin-4-yl)-1H-pyrrolo[3,2-b]pyridine